2-amino-1-(1H-indol-3-yl)ethan-1-one acetate C(C)(=O)O.NCC(=O)C1=CNC2=CC=CC=C12